CO[Si](CCCCCCCC)(C)OC dimethoxy(methyl)-n-octyl-silane